N-((1r,4r)-4-(3-chloro-4-cyanophenoxy)cyclohexyl)-6-(4-((2-(2,6-dioxopiperidin-3-yl)-1-oxoisoindolin-5-yl)methyl)piperazin-1-yl)pyridazine-3-carboxamide ClC=1C=C(OC2CCC(CC2)NC(=O)C=2N=NC(=CC2)N2CCN(CC2)CC=2C=C3CN(C(C3=CC2)=O)C2C(NC(CC2)=O)=O)C=CC1C#N